4-[[3-[4-(difluoro-methoxy)phenyl]imidazo[1,2-a]pyrazin-8-yl]amino]-N-[2-[2-(2-hydroxyethoxy)ethoxy]ethyl]-2-methylbenzamide FC(OC1=CC=C(C=C1)C1=CN=C2N1C=CN=C2NC2=CC(=C(C(=O)NCCOCCOCCO)C=C2)C)F